(S)-3-(5-(3-(azetidin-1-yl)propoxy)-1H-indole-2-carbonyl)-1-(chloromethyl)-2,3-dihydro-1H-benzo[e]indol-5-yl (cis)-hexahydro-[1,2]dithiino[4,5-b]pyridine-1(2H)-carboxylate N1([C@@H]2[C@H](CCC1)CSSC2)C(=O)OC=2C1=C(C=3[C@@H](CN(C3C2)C(=O)C=2NC3=CC=C(C=C3C2)OCCCN2CCC2)CCl)C=CC=C1